(6-fluoropyridin-2-yl)tetrahydrofuran-3-carbaldehyde FC1=CC=CC(=N1)C1OCCC1C=O